1-(3,5-dimethylphenyl)-6-(isopropyl-dimethylsilyl)isoquinoline CC=1C=C(C=C(C1)C)C1=NC=CC2=CC(=CC=C12)[Si](C)(C)C(C)C